2,5-Dimethyl-6-(4-{5-[(7S)-7-{3-oxa-6-azabicyclo[3.1.1]heptan-6-yl}-6,7,8,9-tetrahydro-5H-benzo[7]annulen-2-yl]-1H-pyrrolo[2,3-b]pyridin-3-yl}phenyl)-2,3-dihydropyridazin-3-one CN1N=C(C(=CC1=O)C)C1=CC=C(C=C1)C1=CNC2=NC=C(C=C21)C=2C=CC1=C(CC[C@H](CC1)N1C3COCC1C3)C2